monopropyl furandicarboxylate O1C(=C(C=C1)C(=O)[O-])C(=O)OCCC